(3R)-1-methyl-3-[4-[(2S,5R)-5-methyl-2-piperidyl]anilino]pyrrolidin-2-one CN1C([C@@H](CC1)NC1=CC=C(C=C1)[C@H]1NC[C@@H](CC1)C)=O